ClC=1N(N=C2C(N(CCC21)[C@@H]2C(N(C1=C(OC2)C=C2C(=C1)N=C(O2)C2CC2)C)=O)=O)CC2=CC(=CC(=C2)F)F (S)-7-(3-chloro-2-(3,5-difluorobenzyl)-7-oxo-2,4,5,7-tetrahydro-6H-pyrazolo[3,4-c]pyridin-6-yl)-2-cyclopropyl-5-methyl-7,8-dihydrooxazolo[4',5':4,5]benzo[1,2-b][1,4]oxazepin-6(5H)-one